cobalt(III) tris[bis(trifluoromethane)sulfonimide] [N-](S(=O)(=O)C(F)(F)F)S(=O)(=O)C(F)(F)F.[N-](S(=O)(=O)C(F)(F)F)S(=O)(=O)C(F)(F)F.[N-](S(=O)(=O)C(F)(F)F)S(=O)(=O)C(F)(F)F.[Co+3]